2-fluoro-6-[(3-methylbenzyl)amino]-9-(tetrahydro-2H-pyran-2-yl)-9H-purine FC1=NC(=C2N=CN(C2=N1)C1OCCCC1)NCC1=CC(=CC=C1)C